C(C1=CC=CC=C1)O[C@H]1[C@H](O[C@H]([C@@H]1OCC1=CC=C(C=C1)OC)[C@@H]([C@@H](O)C=1OC=CC1)O)C[C@H](CO)O (R)-3-((2R,3S,4R,5S)-3-(benzyloxy)-5-((1R,2R)-2-(furan-2-yl)-1,2-dihydroxyethyl)-4-((4-methoxybenzyl)oxy)tetrahydrofuran-2-yl)propane-1,2-diol